3-(2-Methoxyphenyl)-1,5-dimethyl-pyrazol-4-ol COC1=C(C=CC=C1)C1=NN(C(=C1O)C)C